(1S,2R,4aS,6aS,6bR,8aR,14aR,14bR,16bS)-1,2,6a,6b,9,9,14a-heptamethyl-13-(4-methylpiperazin-1-yl)-1,2,3,4,4a,5,6,6a,6b,7,8,8a,9,14,14a,14b,15,16b-octadecahydrochryseno[1,2-g]Quinazolin C[C@H]1[C@@H](CC[C@H]2CC[C@]3([C@@]4(CC[C@@H]5[C@](CC=6C(=NC=NC6C5(C)C)N5CCN(CC5)C)([C@H]4CC=C3[C@H]12)C)C)C)C